N-(6-(trifluoromethoxy)pyridin-2-yl)-2-azabicyclo[3.1.0]hexane-3-carboxamide FC(OC1=CC=CC(=N1)NC(=O)C1NC2CC2C1)(F)F